CC1=CC=C(COC2=CC=CC(=N2)C=2CCN(CC2)CC2=NC3=C(N2C[C@H]2OCC2)C=C(C=C3)C(=O)O)C=C1 (S)-2-((6-((4-methylbenzyl)oxy)-3',6'-dihydro-[2,4'-bipyridine]-1'(2'H)-yl)methyl)-1-(oxetan-2-ylmethyl)-1H-benzo[d]imidazole-6-carboxylic acid